C(C)(C)(C)OC(=O)N1CCC(=CC1)C1=C(C=C(C=C1)NC=1C(=NC(=CC1)OCC1=CC=CC=C1)OCC1=CC=CC=C1)F 4-[4-(2,6-bis-benzyloxy-pyridin-3-ylamino)-2-fluoro-phenyl]-3,6-dihydro-2H-pyridine-1-carboxylic acid tert-butyl ester